4-[2-[(2R)-3-(3,4-dihydro-1H-isoquinolin-2-yl)-2-hydroxy-propyl]-1-oxo-3,4-dihydroisoquinolin-6-yl]-3,6-dihydro-2H-pyridine-1-carboxylic acid tert-butyl ester C(C)(C)(C)OC(=O)N1CCC(=CC1)C=1C=C2CCN(C(C2=CC1)=O)C[C@@H](CN1CC2=CC=CC=C2CC1)O